Tert-Butyl 4-[4-[(3-cyano-6-pyrrolidin-1-yl-pyrazin-2-yl)amino]phenyl]piperidine-1-carboxylate C(#N)C=1C(=NC(=CN1)N1CCCC1)NC1=CC=C(C=C1)C1CCN(CC1)C(=O)OC(C)(C)C